FC(C=1C=2N(C=CC1)N=C(C2)[C@H]2N(CCC1=C2N=CN1)C=1OC(=NN1)C=1C(=NC=CC1)C)F (S)-2-(4-(4-(difluoromethyl)pyrazolo[1,5-a]pyridin-2-yl)-1,4,6,7-tetrahydro-5H-imidazo[4,5-c]pyridin-5-yl)-5-(2-methylpyridin-3-yl)-1,3,4-oxadiazole